ClC1=C(CN(C(=O)N2[C@H]3[C@H](N(C[C@@H]2CC3)C(N(C3=CC=CC=C3)C3=CC=CC=C3)=O)C(=O)O)CC)C=CC=C1 (1R,2S,5S)-8-((2-chlorobenzyl)(ethyl)carbamoyl)-3-(diphenylcarbamoyl)-3,8-diazabicyclo[3.2.1]octane-2-carboxylic acid